DL-Alanine N[C@@H](C)C(=O)O |r|